C1CCC12NCCC(C2)NC(=O)C2(CCN(CC2)C2=CN=NC(=C2)C2=C(C=CC=C2)O)N2N=C(C=C2)C N-{5-azaspiro[3.5]nonan-8-yl}-1-[6-(2-hydroxyphenyl)pyridazin-4-yl]-4-(3-methylpyrazol-1-yl)piperidine-4-carboxamide